3-(1H-1,2,4-triazol-1-yl)propionic acid N1(N=CN=C1)CCC(=O)O